C1=CC=C(C=2SC3=C(C21)C=CC=C3)[Si](CC)(CC)CC dibenzo[b,d]thiophen-4-yl-triethylsilane